N,N-dimethyl-2-(4-methyl-3-nitrophenoxy)ethan-1-amine CN(CCOC1=CC(=C(C=C1)C)[N+](=O)[O-])C